N1CCNCCNCCCNCCNCCCC1 1,4,7,11,14-pentaazacyclooctadecane